N-((3R,4S)-4-((7-(2,6-dichloro-3,5-dimethoxyphenyl)-5-(3,3-difluoropyrrolidin-1-yl)-2,6-naphthyridin-3-yl)amino)tetrahydrofuran-3-yl)acrylamide ClC1=C(C(=C(C=C1OC)OC)Cl)C1=NC(=C2C=C(N=CC2=C1)N[C@H]1[C@H](COC1)NC(C=C)=O)N1CC(CC1)(F)F